N,5-bis(pyridin-3-yl)thiophene-2-carboxamide N1=CC(=CC=C1)NC(=O)C=1SC(=CC1)C=1C=NC=CC1